NC1=CC(=C(OC2=CC=NC3=CC(=C(C=C23)OC)OCCN(C(OC(C)(C)C)=O)C)C(=C1)F)F tert-butyl N-(2-{[4-(4-amino-2,6-difluorophenoxy)-6-methoxyquinolin-7-yl]oxy}ethyl)-N-methylcarbamate